C1(CC1)[C@H]1C[C@H](N(CC1)CC1=C2C=CNC2=C(C=C1C#CC1CC1)C)C1=CC=C(C(=O)O)C=C1 4-((2S,4R)-4-cyclopropyl-1-((5-(cyclopropylethynyl)-7-methyl-1H-indol-4-yl)methyl)piperidin-2-yl)benzoic acid